14-hydroxytetradecanoate OCCCCCCCCCCCCCC(=O)[O-]